1-(5-methyl-1,2-oxazol-3-yl)ethan-1-one Methyl-(2S,3R)-3-tert-butoxy-2-(methylamino)butanoate COC([C@H]([C@@H](C)OC(C)(C)C)NC)=O.CC1=CC(=NO1)C(C)=O